4-Methoxy-1-methyl-N-(4-(4-(trifluoromethyl)piperidin-1-yl)phenyl)-1H-indol-6-amine COC1=C2C=CN(C2=CC(=C1)NC1=CC=C(C=C1)N1CCC(CC1)C(F)(F)F)C